CN1C(=CC=2C=NC(=CC21)NC(=O)C2CC2)C2=NC=C(C=C2)C N-(1-methyl-2-(5-methylpyridin-2-yl)-1H-pyrrolo[3,2-c]pyridin-6-yl)cyclopropanecarboxamide